CNC=1N=CC=2C#CC3=NC=C(C(OCCOC=4C=CC=C(NC=5N=CC1C2C5)N4)=C3)C N,13-dimethyl-8,11-dioxa-2,15,21,25,29-pentaazapentacyclo[17.6.2.1^{3,7}.1^{12,16}.0^{23,27}]nonacosa-1(26),3,5,7(29),12(28),13,15,19(27),20,22,24-undecaen-17-yn-22-amine